BC1=C(C=C(C(=O)O)C=C1)OC 4-boryl-3-methoxybenzoic acid